[GeH4].[Ge] germanium (monogerman)